5-([1,1'-biphenyl]-4-yl)-2-methyl-4-oxo-pentanoic acid C1(=CC=C(C=C1)CC(CC(C(=O)O)C)=O)C1=CC=CC=C1